(3R,5S)-5-((R)-1-acetoxy-2-(methylthio)ethyl)tetrahydrofuran-2,3-diyl diacetate C(C)(=O)OC1O[C@@H](C[C@H]1OC(C)=O)[C@H](CSC)OC(C)=O